methyl 5-chloro-3-(5-hydroxy-6-(trifluoromethyl)picolinamido)thiophene-2-carboxylate ClC1=CC(=C(S1)C(=O)OC)NC(C1=NC(=C(C=C1)O)C(F)(F)F)=O